(S)-2-(6-(2-((tert-butoxycarbonyl)amino)-3-fluoropropyl)-1-methyl-5-oxo-5,6,7,8-tetrahydro-1H-imidazo[4,5-g]isoquinolin-2-yl)-1-(cyclopropylmethyl)-1H-indole-6-carboxylic acid C(C)(C)(C)OC(=O)N[C@@H](CN1C(C=2C=C3C(=CC2CC1)N(C(=N3)C=3N(C1=CC(=CC=C1C3)C(=O)O)CC3CC3)C)=O)CF